C(C)(C)C1=C(C(=CC(=C1)C(C)C)C(C)C)S(=O)(=O)OC1=NC(=NC2=CC3=C(C=C12)N(CC3)C=3C=NC=CC3)C 2-methyl-6-(pyridin-3-yl)-7,8-dihydro-6H-pyrrolo[2,3-g]quinazolin-4-yl 2,4,6-triisopropylbenzenesulfonate